N-Boc-1,7-diaminoheptane C(=O)(OC(C)(C)C)NCCCCCCCN